C1=C(C=CC2=CC=CC=C12)C[C@@]1([C@@H](O)[C@@H](O)[C@H](O)[C@H](O1)CO)O[C@H]1[C@@H]([C@H](C(OC(C(F)(F)F)=NC2=CC=CC=C2)O[C@@H]1COCC1=CC=CC=C1)N1C(C2=CC=CC=C2C1=O)=O)OCC1=CC=CC=C1 [(naphthalen-2-yl)methyl]-β-D-mannopyranosyl-(1→4)-3,6-di-O-benzyl-2-deoxy-2-(1,3-dioxo-1,3-dihydro-2H-isoindol-2-yl)-1-O-(2,2,2-trifluoro-N-phenylethanimidoyl)-D-glucopyranose